(Methylamino)-6-furfurylamino-9-(tetrahydrofuran-2-yl)-9H-purine CNC1=NC(=C2N=CN(C2=N1)C1OCCC1)NCC1=CC=CO1